(R)-2-acetamido-N-((1'-acetyl-1',2',3',6'-tetrahydro-[3,4'-bipyridin]-6-yl)methyl)-3-methyl-N-(1-(pyrimidin-2-yl)ethyl)quinoline-6-carboxamide C(C)(=O)NC1=NC2=CC=C(C=C2C=C1C)C(=O)N([C@H](C)C1=NC=CC=N1)CC1=CC=C(C=N1)C=1CCN(CC1)C(C)=O